3-chloro-6-(trifluoromethyl)pyridazine-4-carboxylic acid methyl ester COC(=O)C1=C(N=NC(=C1)C(F)(F)F)Cl